(3R,5S)-5-((S)-1-Acetoxy-2-fluoroethyl)tetrahydrofuran-2,3-diyl diacetate C(C)(=O)OC1O[C@@H](C[C@H]1OC(C)=O)[C@@H](CF)OC(C)=O